CN(C)C1=C(C=C2C(=N1)COC2)C(=O)NC=2C=C1C(=CC(NC1=C(C2)OC)=O)C (dimethylamino)-N-(8-methoxy-4-methyl-2-oxo-1H-quinolin-6-yl)-5,7-dihydrofuro[3,4-b]pyridine-3-carboxamide